O1C2=C(OCC1)C=C(C=C2)[C@H]2N(CCC2)CC2=CC=C(C=C2)C2=NC=CC=N2 (S)-2-(4-((2-(2,3-dihydrobenzo[b][1,4]dioxin-6-yl)pyrrolidin-1-yl)methyl)phenyl)pyrimidine